tert-butyl-N-[2-[2-[2-[(4-aminophenyl)sulfonylamino]ethoxy] ethoxy]ethyl]-N-methyl-carbamate C(C)(C)(C)OC(N(C)CCOCCOCCNS(=O)(=O)C1=CC=C(C=C1)N)=O